1-benzyl-4-((3R,4S)-1-(4-(2,6-bis(benzyloxy)pyridin-3-yl)-3,5-difluorophenyl)-3-fluoropiperidin-4-yl)piperazine C(C1=CC=CC=C1)N1CCN(CC1)[C@@H]1[C@@H](CN(CC1)C1=CC(=C(C(=C1)F)C=1C(=NC(=CC1)OCC1=CC=CC=C1)OCC1=CC=CC=C1)F)F